OC(CCCC=CC=CC(=O)O)CCC(C(CCCCC)O)O 9,12,13-trihydroxy-octadecadienoic acid